(2-((5-fluorobenzo[d]oxazol-2-yl)amino)benzo[d]oxazol-5-yl)methanol FC=1C=CC2=C(N=C(O2)NC=2OC3=C(N2)C=C(C=C3)CO)C1